(R)-2-(3-((6-(2-hydroxy-4-(trifluoromethyl)phenyl)-5-methylpyridazin-3-yl)amino)piperidin-1-yl)-1-(6-hydroxy-2-azaspiro[3.3]heptan-2-yl)ethan-1-one OC1=C(C=CC(=C1)C(F)(F)F)C1=C(C=C(N=N1)N[C@H]1CN(CCC1)CC(=O)N1CC2(C1)CC(C2)O)C